C(C)(C)(C)OC(=O)N1[C@@H](CN([C@H](C1)C)C=1C2=C(N=CN1)N(C=C2CC(F)(F)F)C2=NC=CC(=N2)C#N)C.C2(CCCCC2)P([C-]2C=CC=C2)C2CCCCC2.[C-]2(C=CC=C2)P(C2CCCCC2)C2CCCCC2.[Fe+2] 1,1'-bis(dicyclohexylphosphino)ferrocene tert-Butyl-(2R,5S)-4-(7-(4-cyanopyrimidin-2-yl)-5-(2,2,2-trifluoroethyl)-7H-pyrrolo[2,3-d]pyrimidin-4-yl)-2,5-dimethylpiperazine-1-carboxylate